3,3'-((((3-(2-carboxy-2-(pyrrolidin-3-yl)ethyl)benzyl)azanediyl)bis(methylene-d2))bis(3,1-phenylene))bis(2-(pyrrolidin-3-yl)propanoic acid) C(=O)(O)C(CC=1C=C(CN(C([2H])([2H])C=2C=C(C=CC2)CC(C(=O)O)C2CNCC2)C([2H])([2H])C=2C=C(C=CC2)CC(C(=O)O)C2CNCC2)C=CC1)C1CNCC1